(S)-4-cyano-2-((2-fluoro-4-(trifluoromethyl)phenyl)carbamoyl)-6-(4-(methylamino)phenyl)cyclohexane-1-carboxylic acid C(#N)C1CC([C@H](C(C1)C1=CC=C(C=C1)NC)C(=O)O)C(NC1=C(C=C(C=C1)C(F)(F)F)F)=O